N1=CC(=CC=C1)CCCCC=1C=NC(=NC1)/C=N/O (E)-5-(4-(pyridin-3-yl)butyl)pyrimidine-2-carbaldehyde oxime